acryloyloxybenzensulfonate C(C=C)(=O)OC1=C(C=CC=C1)S(=O)(=O)[O-]